1-(2-(6-(pyrrolidin-1-yl)pyrazin-2-yl)oxazol-5-yl)ethan-1-one N1(CCCC1)C1=CN=CC(=N1)C=1OC(=CN1)C(C)=O